C(C=C)(=O)NC(C(C)C)S(=O)(=O)[O-].[Na+] sodium acryloamido-2-methylpropanesulfonate